5-(4-methylphenyl)sulfanylquinazoline-2,4-diamine CC1=CC=C(C=C1)SC1=C2C(=NC(=NC2=CC=C1)N)N